FC(F)F.FC(F)F.[Na] sodium bis-trifluoro-methane